C1(CCCCC1)CNCC=1C=CC=2N(C1)C=CN2 6-{[(cyclohexyl-methyl)amino]methyl}imidazo[1,2-a]pyridin